N-(7-chloro-4-(2-chloro-5-fluorophenoxy)-3-(1,3-dioxoisoindolin-2-yl)-1-methyl-1H-indazol-5-yl)-3-(trifluoromethyl)benzamide ClC=1C=C(C(=C2C(=NN(C12)C)N1C(C2=CC=CC=C2C1=O)=O)OC1=C(C=CC(=C1)F)Cl)NC(C1=CC(=CC=C1)C(F)(F)F)=O